C(C)N(C=1C=C(C=C(C1)O)O)CC 5-(diethylamino)benzene-1,3-diol